racemic-2-((1S,2S)-2-(4-(2,2-difluoroethoxy)phenyl)cyclopropyl)-4,4,5,5-tetramethyl-1,3,2-dioxaborolane FC(COC1=CC=C(C=C1)[C@@H]1[C@H](C1)B1OC(C(O1)(C)C)(C)C)F |r|